C1(=CC=CC2=CC=CC=C12)C1(CNC1)C1=C(C(=O)N)C=CC=C1 (3-(naphthalen-1-yl)azetidin-3-yl)benzamide